3-(6-(((benzyloxy)carbonyl)amino)-5,6,7,8-tetrahydronaphthalen-2-yl)-3,8-diazabicyclo[3.2.1]octane-8-carboxylic acid tert-butyl ester C(C)(C)(C)OC(=O)N1C2CN(CC1CC2)C2=CC=1CCC(CC1C=C2)NC(=O)OCC2=CC=CC=C2